tert-butyl-4-(1-(2,6-dioxopiperidin-3-yl)-1H-indazol-5-yl)-[1,4'-bipiperidine]-1'-carboxylate C(C)(C)(C)OC(=O)N1CCC(CC1)N1CCC(CC1)C=1C=C2C=NN(C2=CC1)C1C(NC(CC1)=O)=O